NC=1N=C(C=C2C=C(N=CC12)NC(=O)[C@@H]1[C@H](C1)C=1C=NN(C1)C)C1=C(C(=CC=C1)N)C (1S,2S)-N-[8-amino-6-(3-amino-2-methylphenyl)-2,7-naphthyridin-3-yl]-2-(1-methyl-1H-pyrazol-4-yl)cyclopropane-1-carboxamide